FC1=C(C=CC=C1OCCN1CCCC1)CNC1=NC(=NC(=N1)N)C1=CC=C2C=NNC2=C1 N2-[[2-Fluoro-3-(2-pyrrolidin-1-ylethoxy)phenyl]methyl]-6-(1H-indazol-6-yl)-1,3,5-triazine-2,4-diamine